C(#N)C=1C=C2CCCN(C2=C(C1)C1=C2C(=NC=C1)C=C(S2)CO)C2CN(C2)C(=O)OC(C)(C)C tert-butyl 3-[6-cyano-8-[2-(hydroxymethyl)thieno[3,2-b]pyridin-7-yl]-3,4-dihydro-2H-quinolin-1-yl]azetidine-1-carboxylate